Cl.C[C@@H]1CN(C[C@@H](N1)C)C=1C=C2C=CC(=NC2=C(C1)F)C=1N(N=C2C=C(C=CC12)O)C {6-[(3R,5S)-3,5-dimethylpiperazin-1-yl]-8-fluoroquinolin-2-yl}-2-methylindazol-6-ol hydrochloride